Benzyl 4-({3',3'-difluoro-[1,4'-bipiperidin]-4-yl}methyl)-2,3-dihydroindole-1-carboxylate FC1(CNCCC1N1CCC(CC1)CC1=C2CCN(C2=CC=C1)C(=O)OCC1=CC=CC=C1)F